COC(=O)C1NNCCC1 1,2-Diazacyclohexane-3-carboxylic acid methyl ester